(E)-2-(2'-bromomethylphenyl)-2-methoxyiminoacetic acid methyl ester COC(/C(=N/OC)/C1=C(C=CC=C1)CBr)=O